tert-Butyl (3R,4R)-3-(dibenzylamino)-4-(2-methoxyethoxy)pyrrolidine-1-carboxylate C(C1=CC=CC=C1)N([C@@H]1CN(C[C@H]1OCCOC)C(=O)OC(C)(C)C)CC1=CC=CC=C1